N-[5-[[(3S)-1-[2-oxo-2-[(2S,4S)-2-cyano-4-fluoro-pyrrolidin-1-yl]ethyl]pyrrolidin-3-yl]amino]-8-quinolyl]acetamide O=C(CN1C[C@H](CC1)NC1=C2C=CC=NC2=C(C=C1)NC(C)=O)N1[C@@H](C[C@@H](C1)F)C#N